C(C1=CC=CC=C1)N(S(=O)(=O)C1=CC=CC=C1)C1=CC(=C(C=C1)N1CC(CC1)NC(C)=O)C#N N-(1-(4-(N-benzylbenzenesulfonamido)-2-cyanophenyl)pyrrolidin-3-yl)acetamide